O1CC(C1)C#N 3-oxetanenitrile